NC1=C(SC2=NC(=CC=C21)C)C(=O)N[C@@H]2CC=1C=CC(=NC1CC2)N2C[C@@H]1COC[C@H](C2)C1N 3-amino-6-methyl-N-[(6S)-2-[(1R,5S,9s)-9-amino-3-oxa-7-azabicyclo[3.3.1]nonan-7-yl]-5,6,7,8-tetrahydroquinolin-6-yl]thieno[2,3-b]pyridine-2-carboxamide